tert-butyl 3-[(6-iodopyridazin-3-yl)oxy]-8-azabicyclo[3.2.1]octane-8-carboxylate IC1=CC=C(N=N1)OC1CC2CCC(C1)N2C(=O)OC(C)(C)C